3-hydroxy-3'-(4-((5-isopropyl-8-(3-((methylsulfonyl)methyl)azetidin-1-yl)isoquinolin-3-yl)amino)pyrimidin-2-yl)-[1,1'-biphenyl]-2-carbaldehyde OC1=C(C(=CC=C1)C1=CC(=CC=C1)C1=NC=CC(=N1)NC=1N=CC2=C(C=CC(=C2C1)C(C)C)N1CC(C1)CS(=O)(=O)C)C=O